2-(4-(2-(2,6-dimethylpyridin-4-yl)-3-isopropyl-1H-indol-5-yl)piperidin-1-yl)-N-(2-hydroxyethyl)-N-(2-methylbutyl)acetamide CC1=NC(=CC(=C1)C=1NC2=CC=C(C=C2C1C(C)C)C1CCN(CC1)CC(=O)N(CC(CC)C)CCO)C